N1=CN=CC2=C1NC1=CC=C(C=C21)C(=O)[O-] 9H-pyrimido[4,5-b]indole-6-carboxylate